P(=O)(OC[C@H]1O[C@@]([C@@H]([C@@H]1O)O)(C#N)C1=CC=C2C(=NC=NN21)N)(OC[C@@H](CC#CCCCCCCCCCCCCCC)OCC2=CC(=CC(=C2)F)C#N)O ((2R,3S,4R,5R)-5-(4-aminopyrrolo[2,1-f][1,2,4]triazin-7-yl)-5-cyano-3,4-dihydroxytetrahydrofuran-2-yl)methyl ((R)-2-((3-cyano-5-fluorobenzyl)oxy)nonadec-4-yn-1-yl) hydrogen phosphate